2-oxo-7-[4-(trifluoromethyl)phenyl]-1H-quinoline-3-carboxylic acid O=C1NC2=CC(=CC=C2C=C1C(=O)O)C1=CC=C(C=C1)C(F)(F)F